4-[2-(2-fluorophenyl)-4-(4-fluorophenyl)-1H-imidazol-5-yl]pyridine FC1=C(C=CC=C1)C=1NC(=C(N1)C1=CC=C(C=C1)F)C1=CC=NC=C1